CC1(OB(OC1(C)C)C1=CC=C(C=C1)[C@H](C)NC=1C2=C(N=CN1)SC=C2)C N-[(1S)-1-[4-(4,4,5,5-tetramethyl-1,3,2-dioxaborolan-2-yl)phenyl]ethyl]thieno[2,3-d]pyrimidin-4-amine